3-((3-butyl-7-(ethylthio)-5-(4-fluorophenyl)-2-methyl-1,1-dioxido-2,3,4,5-tetrahydro-1,2,5-benzothiadiazepin-8-yl)oxy)acrylic acid C(CCC)C1N(S(C2=C(N(C1)C1=CC=C(C=C1)F)C=C(C(=C2)OC=CC(=O)O)SCC)(=O)=O)C